tert-butyl (R)-3-((5-(4-(methylsulfonamido)pyridin-2-yl)-1-((2-(trimethylsilyl) ethoxy)methyl)-1H-pyrrolo[2,3-b]pyridin-4-yl)amino)piperidine-1-carboxylate CS(=O)(=O)NC1=CC(=NC=C1)C=1C(=C2C(=NC1)N(C=C2)COCC[Si](C)(C)C)N[C@H]2CN(CCC2)C(=O)OC(C)(C)C